N1-(1H-Benzimidazol-5-yl)-1-[4-(4-methyl-1,3-thiazol-2-yl)phenyl]ethane-1,2-diamine N1C=NC2=C1C=CC(=C2)NC(CN)C2=CC=C(C=C2)C=2SC=C(N2)C